3-((methylthio)methyl)cyclobutane-1-carboxylic acid benzyl ester C(C1=CC=CC=C1)OC(=O)C1CC(C1)CSC